C(C)(=O)C(C(=O)C(C)=O)=O.[Zn] zinc diacetyl diketone